benzyl (2R)-3-[4-(3,3-difluoropyrrolidin-1-yl) phenyl]-2-hydroxypropionate FC1(CN(CC1)C1=CC=C(C=C1)C[C@H](C(=O)OCC1=CC=CC=C1)O)F